COC(C1=CC=C(C=C1)NC(C(CC1=CC=CC=C1)N1C(C=C(C(=C1)OC)C1=C(C(=CC=C1C(C)=O)Cl)F)=O)=O)=O 4-(2-(4-(6-acetyl-3-chloro-2-fluorophenyl)-5-methoxy-2-oxopyridin-1(2H)-yl)-3-phenylpropionamido)benzoic acid methyl ester